(2R,4R)-4-((6-(azetidin-1-yl)-5-fluoro-2-((5-methyl-1H-pyrazol-3-yl)amino)pyrimidin-4-yl)methyl)-1-(3-chloro-2-fluorobenzyl)-2-methylpiperidine-4-carboxylic acid N1(CCC1)C1=C(C(=NC(=N1)NC1=NNC(=C1)C)C[C@@]1(C[C@H](N(CC1)CC1=C(C(=CC=C1)Cl)F)C)C(=O)O)F